N[C@@H]1C2=CC=CC=C2CC12CCN(CC2)C2=C(N=C1C(=N2)NN=C1C(=O)NCC)CO 6-[(3S)-3-amino-1,3-dihydrospiro[indene-2,4'-piperidin]-1'-yl]-5-(hydroxymethyl)-N-ethyl-1H-pyrazolo[3,4-b]pyrazine-3-carboxamide